FC=1C=C2CCN(CC2=CC1)C1=CC(=C(C(=C1)C)C(C(=O)N)C1CC2(C1)CCC2)C (4-(6-fluoro-3,4-dihydroisoquinolin-2(1H)-yl)-2,6-dimethylphenyl)-2-(spiro[3.3]heptan-2-yl)acetamide